ClC=1N=C(C2=C(N1)CCS2)Cl 2,4-Dichloro-6,7-dihydrothieno[3,2-d]pyrimidine